CC(CC(CC(C)(C)C)(C)C)(C)OCC(C)C 1,1,3,3,5,5-hexamethylhexyl-i-butyl ether